ClC=1C(=CC(=C(C1)N=CN(C)CC)C)OC1=C(C=CC=C1)F N'-[5-chloro-4-(2-fluorophenoxy)-2-methylphenyl]-N-ethyl-N-methylmethanimidamide